ClC1=NC=CC(=C1Cl)SC=1N=CC(=NC1)C1CCC2([C@@H](C3=CC=CC=C3C2)N[S@](=O)C(C)(C)C)CC1 (R)-N-((s,4S)-4-(5-((2,3-dichloropyridin-4-yl)thio)pyrazin-2-yl)-1',3'-dihydrospiro[cyclohexane-1,2'-inden]-1'-yl)-2-methylpropane-2-sulfinamide